(1R,2R,3S,4R,5S)-4-(5-chloro-7-((5-chloro-2-((3-methylisoxazol-5-yl)methoxy)benzyl)amino)-3H-imidazo[4,5-b]pyridin-3-yl)bicyclo[3.1.0]hexane-2,3-diol ClC1=CC(=C2C(=N1)N(C=N2)[C@H]2[C@@H]([C@@H]([C@@H]1C[C@H]21)O)O)NCC2=C(C=CC(=C2)Cl)OCC2=CC(=NO2)C